Cl.F[C@@H]1CNCC1 (3S)-3-fluorotetrahydropyrrole hydrochloride